[Mg].[Ca] calcium magnesium salt